C1(=CC=CC=C1)C1=NC=2C(=NC(=CC2)N2N=CC=C2)N1C=1C=C2CC[C@@H](C2=CC1)NC1CCN(CC1)C(C=C)=O (S)-1-(4-((5-(2-phenyl-5-(1H-pyrazol-1-yl)-3H-imidazo[4,5-b]pyridin-3-yl)-2,3-dihydro-1H-inden-1-yl)amino)piperidin-1-yl)prop-2-en-1-one